C(#N)C1=C(C=C(C=C1)N1CCC(CC1)C(=O)NC1=NC=C(C=C1)OCCN1CCNCC1)C(F)(F)F 1-(4-cyano-3-(trifluoromethyl)phenyl)-N-(5-(2-(piperazin-1-yl)ethoxy)pyridin-2-yl)piperidine-4-carboxamide